N-(5-(4-(furan-2-carbonyl)piperazine-1-carbonyl)-2-(4-isopropylpiperazin-1-yl)phenyl)naphthalene-2-sulfonamide O1C(=CC=C1)C(=O)N1CCN(CC1)C(=O)C=1C=CC(=C(C1)NS(=O)(=O)C1=CC2=CC=CC=C2C=C1)N1CCN(CC1)C(C)C